oxindole-6-carboxylate N1C(CC2=CC=C(C=C12)C(=O)[O-])=O